2,4-dimethyl-pentan-3-ol CC(C)C(C(C)C)O